BrC1=C(C=2N(N(C1=O)C)C=C(N2)CC#N)N2[C@H](CN([C@@H](C2)CC)C(C)C=2C=NC(=CC2)C2CC2)CC 2-(7-bromo-8-((2S,5R)-4-(1-(6-cyclopropylpyridin-3-yl)ethyl)-2,5-diethylpiperazin-1-yl)-5-methyl-6-oxo-5,6-dihydroimidazo[1,2-b]pyridazin-2-yl)acetonitrile